(S)-(5''-bromodispiro[cyclopropane-1,1'-cyclohexane-4',3''-indolin]-1''-yl)(3-((3-methylpyrrolidin-1-yl)sulfonyl)phenyl)methanone BrC=1C=C2C3(CN(C2=CC1)C(=O)C1=CC(=CC=C1)S(=O)(=O)N1C[C@H](CC1)C)CCC1(CC3)CC1